7-((6-methoxypyridin-3-yl)methyl)furo[3,2-b]pyridine-5-carboxylic acid COC1=CC=C(C=N1)CC1=C2C(=NC(=C1)C(=O)O)C=CO2